pentan-1,2-diol C(C(CCC)O)O